2,4-dibutoxybenzoic acid C(CCC)OC1=C(C(=O)O)C=CC(=C1)OCCCC